[N+](=O)([O-])C=1C=C(C=CC1)C(C)=O 1-(3-nitrophenyl)ethan-1-one